8-fluoro-2,3-dihydro-5H-thiazolo[2,3-b]Quinazoline-3-ol hydrochloride Cl.FC1=CC=C2CN3C(=NC2=C1)SCC3O